2-(10H-phenothiazin-10-yl)ethan-1-amine C1=CC=CC=2SC3=CC=CC=C3N(C12)CCN